3-[1-(cyclobutyl-methyl)-8-dimethylamino-2-oxo-8-phenyl-1,3-diazaspiro[4.5]decan-3-yl]-benzonitrile C1(CCC1)CN1C(N(CC12CCC(CC2)(C2=CC=CC=C2)N(C)C)C=2C=C(C#N)C=CC2)=O